BrC=1C=C(C=CC1NC1CCCC1)S(=O)(=O)N(C)C 3-bromo-4-(cyclopentylamino)-N,N-dimethylbenzene-1-sulfonamide